COC(C1=CC(=C(C=C1)CC(C(C)=O)C(=O)OCC)OC)=O 4-(2-(ethoxycarbonyl)-3-oxobutyl)-3-methoxybenzoic acid methyl ester